tert-butyl (3,4-dihydroxyphenethyl)carbamate OC=1C=C(CCNC(OC(C)(C)C)=O)C=CC1O